C1(=CC=CC=C1)P(C1=C(OC2=C(C=CC=C2)P(C2=CC=CC=C2)C2=CC=CC=C2)C=CC=C1)C1=CC=CC=C1 [2-(2-diphenylphosphanylphenoxy)phenyl]-diphenylphosphane